CSC1=CC=C(C=C1)C1=NOC(=N1)C(F)(F)F (4-(methylthio)phenyl)-5-(trifluoromethyl)-1,2,4-oxadiazole